N-(4-fluorophenylthio)succinimide FC1=CC=C(C=C1)SN1C(CCC1=O)=O